(dimethylamino)-N,N-dimethyl(3H-[1,2,3]triazolo[4,5-b]pyridin-3-yloxy)methaniminium hexafluorophosphate F[P-](F)(F)(F)(F)F.CN(C)C(=[N+](C)C)ON1N=NC=2C1=NC=CC2